N-(methylaminothioformyl)-2-(2-methylpyridin-3-yl)-2-(4-(trifluoromethyl)pyridin-2-yl)acetamide CNC(=S)NC(C(C1=NC=CC(=C1)C(F)(F)F)C=1C(=NC=CC1)C)=O